methyl (R)-1-Boc-piperazine-2-carboxylate C(=O)(OC(C)(C)C)N1[C@H](CNCC1)C(=O)OC